ClCC1=CC=C(C=C1)C(C)Br p-chloromethyl-α-bromoethylbenzene